(S)-N-(8,9-difluoro-6-oxo-1,2,3,4,5,6-hexahydrobenzo[c][1,7]naphthyridin-1-yl)-N-methylindolizine-2-carboxamide FC=1C(=CC2=C(C(NC=3CNC[C@H](C23)N(C(=O)C=2C=C3C=CC=CN3C2)C)=O)C1)F